[C@@H]1([C@@H](CCCC1)N)N |r| racemic-(1R,2R)-cyclohexane-1,2-diamine